ClC=1C=C(C=CC1Cl)C(=O)N1CCC2(CN(CCO2)C2=CC=CC=C2)CC1 (3,4-Dichlorophenyl)(4-phenyl-1-oxa-4,9-diazaspiro[5.5]undecan-9-yl)methanone